FC(C1=NC=CC(=C1)C1=NC=C(C(=C1)C(F)F)OC[C@@](CC(C)C)(N)CF)F (R)-1-((2',4-bis(difluoromethyl)-[2,4'-bipyridin]-5-yl)oxy)-2-(fluoromethyl)-4-methylpentan-2-amine